CCCC[Hf+](C)C 4-n-butyldimethylhafnium (IV)